C(C)C1=CN=C2N1C=C(C=N2)C=2C=CN1N=C(N=CC12)NC1CCC(CC1)O 4-((5-(3-ethylimidazo[1,2-a]pyrimidin-6-yl)pyrrolo[2,1-f][1,2,4]triazin-2-yl)amino)cyclohexan-1-ol